1,2-bis(diphenylphosphino)ethane palladium (II) dichloride [Pd](Cl)Cl.C1(=CC=CC=C1)P(CCP(C1=CC=CC=C1)C1=CC=CC=C1)C1=CC=CC=C1